P(=O)([O-])([O-])[O-].[Mg+2].P(=O)([O-])([O-])[O-].[Mg+2].[Mg+2] Magnesium phosphate salt